O=C1C(=C(C=NN1)NC(COCC(=O)NC1CCN(CC1)C1=NC=C(C=N1)C(F)(F)F)C)C(F)(F)F 2-(2-(6-oxo-5-(trifluoromethyl)-1,6-dihydropyridazin-4-ylamino)propoxy)-N-(1-(5-(trifluoromethyl)pyrimidin-2-yl)piperidin-4-yl)acetamide